C(C)(C)N1N=C(C=C1)B1OC(C)(C)C(C)(C)O1 1-isopropyl-pyrazole-3-boronic acid pinacol ester